C12OCC(N(C2C1)C(=O)OC(C)(C)C)C(=O)OC 5-(tert-butyl) 4-methyl 2-oxa-5-azabicyclo[4.1.0]heptane-4,5-dicarboxylate